5-bromo-3,3-dimethyl-1H-pyrrolo[3,2-b]Pyridin-2-one BrC1=CC=C2C(=N1)C(C(N2)=O)(C)C